CS(=O)(=NC1=CC=C(C=C1)CC1=NOC(=N1)C(F)(F)F)C1=NC=CC=N1 methyl(pyrimidin-2-yl)((4-((5-(trifluoromethyl)-1,2,4-oxadiazol-3-yl)methyl)phenyl)imino)-λ6-sulfanone